ON1N=CC(=C1)N1CN(C(C2=CC=CC=C12)=O)CC1=CC=C(C=C1)O 1-(1-hydroxy-1H-pyrazol-4-yl)-3-(4-hydroxybenzyl)-2,3-dihydroquinazolin-4(1H)-one